CC=1C=CC(=CC1)C(C)(C)C 3-methyl-6-tertiary butylbenzene